OC(=CC(=O)O)O.C1=CC=CC=2C3=CC=CC=C3CC12 fluorene dihydroxyacrylate